6-(2,4-Diamino-pyrimidin-5-yloxy)-5-isopropyl-3-methyl-1H-indole-2-carboxylic acid ethyl ester C(C)OC(=O)C=1NC2=CC(=C(C=C2C1C)C(C)C)OC=1C(=NC(=NC1)N)N